4-Nitro-1-(2-trimethylsilanyl-ethoxymethyl)-1H-pyrazole-3-carbaldehyde [N+](=O)([O-])C=1C(=NN(C1)COCC[Si](C)(C)C)C=O